C(C(C)C)N1C(C(=CC2=CC(=CC=C12)C)C=O)=O 1-ISOBUTYL-6-METHYL-2-OXO-1,2-DIHYDRO-QUINOLINE-3-CARBALDEHYDE